FC=1C=C2C3=C(COC2=CC1)C=C(C(=C3)C(=O)NC3=CC=C(CNC(OC(C)(C)C)=O)C=C3)O tert-butyl (4-(2-fluoro-8-hydroxy-6H-benzo[c]chromene-9-carboxamido)benzyl)carbamate